CC1=C(C=C2N=CC=NC2=C1)N 7-methylquinoxalin-6-amine